2-Methoxy-7-(4-methoxyphenylethyl)-5,6,7,8-tetrahydro-1,6-naphthyridine COC1=NC=2CC(NCC2C=C1)CCC1=CC=C(C=C1)OC